FC(C=1C=C(OC=2C=C(C=CC2)B(O)O)C=CC1)(F)F [3-[3-(trifluoromethyl)phenoxy]phenyl]boronic acid